2-chloro-1-(6,6-difluoro-1,4-oxazepan-4-yl)ethanone ClCC(=O)N1CCOCC(C1)(F)F